C(C)C1=C(C=C(C(=O)O)C=C1)S(NC1=C(C=C(C=C1)C(F)(F)F)N1CCCCC1)(=O)=O 4-Ethyl-3-(N-(2-(piperidin-1-yl)-4-(trifluoromethyl)phenyl)sulfamoyl)benzoic acid